CN([C@@H](C)C=1C=C(C=CC1)O)C (S)-3-[1-(dimethylamino)ethyl]phenol